CC=1OC2=C(N1)C=C(C=C2)C(C)O 1-(2-methylbenzo[d]oxazol-5-yl)ethan-1-ol